F[C@@H]1C[C@H](CNC1)NC=1C2=C(N=CN1)C(=CC(=N2)C2=CC=C(C=C2)CN2CCOCC2)C(=O)N 4-[[(3r,5r)-5-fluoropiperidin-3-yl]amino]-6-[4-(morpholin-4-ylmethyl)phenyl]pyrido[3,2-d]pyrimidine-8-carboxamide